(ethyl-1-methylbutyl)amine C(C)C(CCC)(C)N